tert-Butyl ((1R,3s,5S)-8-(6-chloropyrido[2,3-b]pyrazin-2-yl)-8-azabicyclo[3.2.1]octan-3-yl)carbamate ClC=1C=CC=2C(=NC=C(N2)N2[C@H]3CC(C[C@@H]2CC3)NC(OC(C)(C)C)=O)N1